IC1=CC=C(C=C1)CCCCC 2-iodo-5-pentylbenzene